[2-(5-methyl-2-furyl)-4-(4-fluorophenyl)-5,6-dimethyl-1-indenyl]zirconium CC1=CC=C(O1)C=1C(C2=CC(=C(C(=C2C1)C1=CC=C(C=C1)F)C)C)[Zr]